Methyl 3-((2-bromo-4-chloro-5-(trifluoromethyl) phenyl) carbamoyl)-5-fluorobenzoate BrC1=C(C=C(C(=C1)Cl)C(F)(F)F)NC(=O)C=1C=C(C(=O)OC)C=C(C1)F